(R)-5-chloro-N-(1-(2,4-dichlorophenyl)ethyl)-6-methyl-2-(3-(methylamino)azetidin-1-yl)pyrimidin-4-amine ClC=1C(=NC(=NC1C)N1CC(C1)NC)N[C@H](C)C1=C(C=C(C=C1)Cl)Cl